[N+](=O)([O-])C1=C(C(=O)O)C=C(C=C1)SC#N nitro-5-thiocyanobenzoic acid